C1(=CC=CC=C1)C1=NC(=NC(=N1)C1=CC=CC=C1)C=1C=C(C=CC1)C1=CC(=CC=C1)C(=O)O (3'-(4,6-diphenyl-1,3,5-triazin-2-yl)-[1,1'-biphenyl]-3-yl)carboxylic acid